8-(2-chloro-4-(2-(piperazin-1-yl)ethoxy)phenyl)-6-(1-methyl-cyclopropoxy)-9-((3-methylpyridin-2-yl)methyl)-9H-purine ClC1=C(C=CC(=C1)OCCN1CCNCC1)C=1N(C2=NC=NC(=C2N1)OC1(CC1)C)CC1=NC=CC=C1C